ClC=1C=NC=C(CC#N)C1 5-chloronicotinyl cyanide